tris(3,5-bis(trifluoromethyl)phenyl)phosphane FC(C=1C=C(C=C(C1)C(F)(F)F)P(C1=CC(=CC(=C1)C(F)(F)F)C(F)(F)F)C1=CC(=CC(=C1)C(F)(F)F)C(F)(F)F)(F)F